FC1(OC2=C(O1)C=C(C(=C2)C2=CC=C(S2)NC(=O)C2=C(C=CC=C2F)F)C)F N-[5-(2,2-difluoro-6-methylbenzo[d]1,3-dioxolan-5-yl)(2-thienyl)](2,6-difluorophenyl)carboxamide